C1(CCCC1)N1CC2=C(C(CC1)(C)C)C=CC(=C2)C2=CC=C(C=C2)C(F)(F)F 2-cyclopentyl-5,5-dimethyl-8-(4-(trifluoromethyl)phenyl)-2,3,4,5-tetrahydro-1H-benzo[c]azepine